1-(5-(3-Fluorophenethyl)-2,3-dihydro-1H-inden-1-yl)piperidine-4-carboxylic acid methyl ester COC(=O)C1CCN(CC1)C1CCC2=CC(=CC=C12)CCC1=CC(=CC=C1)F